3-benzoimidazolyl-coumarin Methyl-3-(6-(2-amino-5-(2-methylpyridin-4-yl)-1H-imidazol-4-yl)-2,3-dihydro-4H-benzo[b][1,4]oxazin-4-yl)propanoate COC(CCN1C2=C(OCC1)C=CC(=C2)C=2N=C(NC2C2=CC(=NC=C2)C)N)=O.N2=C(NC1=C2C=CC=C1)C=1C(OC2=CC=CC=C2C1)=O